(E)-5-(3,5-dimethylbenzyl)-3-(2-(pyridin-2-yl)vinyl)-1H-indazole CC=1C=C(CC=2C=C3C(=NNC3=CC2)\C=C\C2=NC=CC=C2)C=C(C1)C